[Cl-].C(=O)(OCC1C2=CC=CC=C2C2=CC=CC=C12)NCCC Fmoc-propylamine chloride